C(#N)C1=CC=C(C=C1)C1CC1C=NS(=O)C(C)(C)C (-)-N-(1-(4-cyanophenyl)-3-cyclopropylmethylene)-2-methylpropane-2-sulfinamide